5-(pyridin-2-yl)-N-(3-(6-(trifluoromethyl)-1H-imidazo[4,5-c]pyridin-2-yl)phenyl)pyrazin-2-amine N1=C(C=CC=C1)C=1N=CC(=NC1)NC1=CC(=CC=C1)C=1NC2=C(C=NC(=C2)C(F)(F)F)N1